(2S)-2-((2-(1-(benzyloxy)ethyl)-4-chloro-6-(methylamino)phenyl)sulfonamido)-3-(6-fluoro-2,3-dimethylphenyl)butanoate C(C1=CC=CC=C1)OC(C)C1=C(C(=CC(=C1)Cl)NC)S(=O)(=O)N[C@H](C(=O)[O-])C(C)C1=C(C(=CC=C1F)C)C